F[C@H]1C[C@H](N(C1)C(CN1C[C@H](CC1)NC1=CC=C2C=CC=NC2=C1)=O)C#N (2S,4S)-4-fluoro-1-[2-[(3S)-3-(7-quinolylamino)pyrrolidin-1-yl]acetyl]pyrrolidine-2-carbonitrile